ClC=1C=C(C2=C([C@@H](CO2)O)C1)S(=O)(=O)NC1=C(C(=C(C=C1)F)C=1C(=C2C=NC(=NC2=CC1)NC1CCN(CC1)C)F)F (3S)-5-chloro-N-(2,4-difluoro-3-{5-fluoro-2-[(1-methylpiperidin-4-yl)amino]quinazolin-6-yl}phenyl)-3-hydroxy-2,3-dihydro-1-benzofuran-7-sulfonamide